(2R,3S)-methyl-3-(2-fluorophenyl)-1,4-dioxaspiro[4.4]nonane-2-carboxylate COC(=O)[C@@H]1OC2(O[C@H]1C1=C(C=CC=C1)F)CCCC2